C(C)(C)(C)OC(=O)N1C[C@H]([C@@H](C1)OC)NC=1C=C2CN3[C@@H](C2=CC1C)CN(C[C@H]3C)C3=C1C=CC=NC1=C(C=C3)C#N (3R,4R)-3-[[(4R,10bS)-2-(8-cyano-5-quinolinyl)-4,9-dimethyl-3,4,6,10b-tetrahydro-1H-pyrazino[2,1-a]isoindol-8-yl]amino]-4-methoxy-pyrrolidine-1-carboxylic acid tert-butyl ester